1,4-diethynyl-benzene C(#C)C1=CC=C(C=C1)C#C